O-Acetylserin C(C)(=O)OC[C@H](N)C(=O)O